FC1C(CS(=O)(=O)C1(F)F)C(F)F 4,5,5-trifluoro-3-(difluoromethyl)sulfolane